C(C)(C)(C)N(C(O)=O)C1=CC=C(C=C1)C1=NC2=CC(=C(C=C2N=C1)OC)OC.BrC=1C(=C2CCC(CC2=CC1)N1CCOCC1)F 4-(6-bromo-5-fluoro-tetrahydronaphthalen-2-yl)morpholine tert-butyl-(4-(6,7-dimethoxyquinoxalin-2-yl)phenyl)carbamate